(-)-5,6,7,8-tetrahydro-6-[propyl-[2-(2-thienyl)ethyl]amino]-1-naphthalenol C(CC)N(C1CC=2C=CC=C(C2CC1)O)CCC=1SC=CC1